9-(6-(hydroxymethyl)spiro[3.3]heptan-2-yl)-7-methyl-2-((6-methyl-2,3-dihydrobenzofuran-5-yl)amino)-7,9-dihydro-8H-purin-8-one OCC1CC2(CC(C2)N2C3=NC(=NC=C3N(C2=O)C)NC=2C(=CC3=C(CCO3)C2)C)C1